BrCC1=CC=C2C=C(C(NC2=C1F)=O)C 7-bromomethyl-8-fluoro-3-methylquinolin-2(1H)-one